ClC=1C=2C(N=C3N(C2C=CC1)C1=CC=C(C=C1C31CCCCC1)N1CCC3(CC(C3)=O)CC1)=O 4'-chloro-9'-(2-oxo-7-azaspiro[3.5]nonan-7-yl)-5'H-spiro[cyclohexane-1,7'-indolo[1,2-a]quinazolin]-5'-one